2,3-diamino-6,7-dihydro-1H,5H-pyrazolo-[1,2-a]-pyrazole-1-one NC1=C(N2N(CCC2)C1=O)N